(1-methylindenyl)(pentamethylcyclopentadienyl)zirconium CC1C(=CC2=CC=CC=C12)[Zr]C1(C(=C(C(=C1C)C)C)C)C